C1(=CCCCCCC1)C1=CCCCCCC1 bicyclooctenyl